1-(2-chlorophenyl)-4-((5-methyl-isoxazol-3-yl)amino)-7-(trifluoro-methyl)pyrido[2,3-d]pyrimidin-2(1H)-one ClC1=C(C=CC=C1)N1C(N=C(C2=C1N=C(C=C2)C(F)(F)F)NC2=NOC(=C2)C)=O